C=1(C(=CC=CC1)OOC1=C(C=CC=C1)C)C di(o-toluyl) peroxide